1-[6,7-Dimethyl-4-(methylamino)-1,3-dihydro-2H-pyrrolo[3,4-c]pyridin-2-yl]-2-[1-(pyrimidin-4-yl)azetidin-3-yl]ethanon CC1=C(C2=C(C(=N1)NC)CN(C2)C(CC2CN(C2)C2=NC=NC=C2)=O)C